2-(9-((1s,4s)-4-(aminomethyl)cyclohexyl)-8-(3-chlorophenylamino)-9H-purin-2-ylamino)-2-methylpropan-1-ol NCC1CCC(CC1)N1C2=NC(=NC=C2N=C1NC1=CC(=CC=C1)Cl)NC(CO)(C)C